NC=1N=C(C(=NC1CN)C1N(C=CC=C1)C)C1=CC=C(C=C1)F (5-amino-6-(aminomethyl)-3-(4-fluorophenyl)pyrazin-2-yl)-1-methylpyridine